COC1=C(C=C(C=C1)CCCC1=CC=CC=C1)O 2-methoxy-5-(3-phenylpropyl)phenol